C(C)N(C=1C=CC=C2C(=COC12)C(C1=CC=C(C=C1)N(CC)CC)=O)CC 7-diethylamino-3-(4-diethylaminobenzoyl)coumarone